(S)-N-(5-(4-(4-acryloyl-2-methylpiperazin-1-yl)quinazolin-6-yl)-2-methoxypyridin-3-yl)-2,4-difluorobenzenesulfonamide C(C=C)(=O)N1C[C@@H](N(CC1)C1=NC=NC2=CC=C(C=C12)C=1C=C(C(=NC1)OC)NS(=O)(=O)C1=C(C=C(C=C1)F)F)C